morpholino-1-oxa-8-azaspiro[4.5]decane hydrochloride Cl.O1CCN(CC1)C1OC2(CC1)CCNCC2